O[C@H]1CC[C@H](CC1)SCC1=NC2=CC(=CC=C2C(N1)=O)NC=1C=NC=CC1 2-(((cis-4-Hydroxycyclohexyl)thio)methyl)-7-(pyridin-3-ylamino)quinazolin-4(3H)-one